5-(4-ethoxyphenyl)furan C(C)OC1=CC=C(C=C1)C1=CC=CO1